C(#N)C1=CC=C(C=C1)C1=CC=C(C=C1)C 4-cyano-4'-methylbiphenyl